4-[3-chloro-6-fluoro-2-[2-(3-methylbenzotriazole-5-yl)ethyl]phenyl]-5-hydroxy-2,6-dimethyl-pyridazin-3-one ClC=1C(=C(C(=CC1)F)C=1C(N(N=C(C1O)C)C)=O)CCC1=CC2=C(N=NN2C)C=C1